BrC1=NN(C2=C1N=CN(C2=O)CC(=O)OC(C)(C)C)CC(F)(F)F tert-butyl 2-(3-bromo-7-oxo-1-(2,2,2-trifluoroethyl)-1,7-dihydro-6H-pyrazolo[4,3-d]pyrimidin-6-yl)acetate